1-(3-Chlorophenyl)piperazine ClC=1C=C(C=CC1)N1CCNCC1